tert-butyl 8-[5-hydroxy-2-(4-pyridyl) pyrido[3,4-d]pyrimidin-4-yl]-2,8-diazaspiro[4.5]decane-2-carboxylate OC1=CN=CC=2N=C(N=C(C21)N2CCC1(CCN(C1)C(=O)OC(C)(C)C)CC2)C2=CC=NC=C2